pyrrolidin-3-ol (trifluoroacetate) FC(C(=O)OC1CNCC1)(F)F